3-(4-methyl-1H-pyrazol-1-yl)-4-methoxyphenol CC=1C=NN(C1)C=1C=C(C=CC1OC)O